ClC1=NC=NC(=C1OC1CN(CCC1)C(=O)OC(C)(C)C)NN tert-butyl 3-((4-chloro-6-hydrazineylpyrimidin-5-yl)oxy)piperidine-1-carboxylate